methyl 2-[[(1R,2S,5S)-3-(7-fluoro-1H-indole-2-carbonyl)-6,6-dimethyl-3-azabicyclo[3.1.0]hexane-2-carbonyl]amino]-2-(3-pyridyl)acetate FC=1C=CC=C2C=C(NC12)C(=O)N1[C@@H]([C@H]2C([C@H]2C1)(C)C)C(=O)NC(C(=O)OC)C=1C=NC=CC1